COC([C@H](CCCC(C)C)NC(=O)OC(C)(C)C)=O (S)-2-((tert-Butoxycarbonyl)amino)-6-methylheptanoic acid methyl ester